7-chloro-N-[6-(difluoromethoxy)-5-fluoro-2-methoxy-3-pyridyl]-1-keto-2H-isoquinoline-4-sulfonamide ClC1=CC=C2C(=CNC(C2=C1)=O)S(=O)(=O)NC=1C(=NC(=C(C1)F)OC(F)F)OC